tert-butyl (2S,5R)-4-(1-(2-bromo-4-fluorophenyl) ethyl)-2,5-dimethylpiperazine-1-carboxylate BrC1=C(C=CC(=C1)F)C(C)N1C[C@@H](N(C[C@H]1C)C(=O)OC(C)(C)C)C